2-chloro-5-(3-cyclopropyl-phenoxy)-N-[2-(3,4-dimethoxyphenyl)ethyl]pyridine-4-carboxamide ClC1=NC=C(C(=C1)C(=O)NCCC1=CC(=C(C=C1)OC)OC)OC1=CC(=CC=C1)C1CC1